NC=1C=2N(C3=CC(=CC=C3N1)C(=O)N([C@@H]1COC3=C1C=CC(=C3)C(F)(F)F)C)C=C(C2)F (S)-4-amino-2-fluoro-N-methyl-N-(6-(trifluoromethyl)-2,3-dihydrobenzofuran-3-yl)pyrrolo[1,2-a]quinoxaline-8-carboxamide